C1(CC1)N1N=CC(=C1)C=1C=C(C=CC1)N(C(=O)[C@@H]1CC[C@H](CC1)O)CC12CCC(CC1)(CC2)C=2C=NC(=CC2)N(C)C trans-N-(3-(1-Cyclopropyl-1H-pyrazol-4-yl)phenyl)-N-((4-(6-(dimethylamino)pyridin-3-yl)bicyclo[2.2.2]octan-1-yl)methyl)-4-hydroxycyclohexanecarboxamide